ClC=1N=CC2=C(N1)N1C(=C(C2=O)C(=O)OCC)OC2=C1C=CC=C2 ethyl 2-chloro-5-oxo-5H-benzo[4',5']oxazolo[3',2':1,6]pyrido[2,3-d]pyrimidine-6-carboxylate